4-{2-(2,4-difluorophenoxy)-5-[(1-oxidotetrahydro-1λ6-thiophen-1-ylidene)amino]phenyl}-6-methyl-1-tosyl-1,6-dihydro-7H-pyrrolo[2,3-c]pyridin-7-one FC1=C(OC2=C(C=C(C=C2)N=S2(CCCC2)=O)C=2C3=C(C(N(C2)C)=O)N(C=C3)S(=O)(=O)C3=CC=C(C)C=C3)C=CC(=C1)F